BrC=1C=NC2=C3N=CC(=C(C3=CC=C2C1Br)Br)Br 3,4,7,8-tetrabromo-1,10-phenanthroline